C(#N)C1=CC=C(C=C1)C1=C(NC2=C(C=CC=C12)C)C(=O)O 3-(4-cyanophenyl)-7-methyl-1H-indole-2-carboxylic acid